C(#N)N1CC2=C(C=C(C=C2C1)C1N(CCN(C1)C)C(=O)N)C1=CC=CC=C1 (2-cyano-7-phenylisoindolin-5-yl)-4-methylpiperazine-1-carboxamide